CC=1C=CC(=C(C1)C(=O)C1=CC=CC=C1)OCCN1CCN(CC1)C (5-methyl-2-(2-(4-methylpiperazin-1-yl)ethoxy)phenyl)(phenyl)methanone